methyl (2,6-dichloropyridin-4-yl)acetate ClC1=NC(=CC(=C1)CC(=O)OC)Cl